(S)-2-methylene-4-oxo-4-(2,2,2-trifluoro-1-(4-(trifluoromethyl)phenyl)ethoxy)butanoic acid C=C(C(=O)O)CC(O[C@H](C(F)(F)F)C1=CC=C(C=C1)C(F)(F)F)=O